N-(2-octenyl)benzamide C(C=CCCCCC)NC(C1=CC=CC=C1)=O